N-cyclopropyl-4-[[(3,4-dimethylpyrimido[4',5':4,5]thieno[2,3-c]pyridazin-8-yl)amino]methyl]benzamide C1(CC1)NC(C1=CC=C(C=C1)CNC1=NC=NC2=C1SC=1N=NC(=C(C12)C)C)=O